3-(pentafluorophenyl)propionic acid FC1=C(C(=C(C(=C1CCC(=O)O)F)F)F)F